tert-butyl((3-fluorobenzofuran-7-yl)methoxy)dimethylsilane C(C)(C)(C)[Si](C)(C)OCC1=CC=CC=2C(=COC21)F